ClC1=C(C=C(OCC(=O)NC23CC(C2)(C3)C=3OC(=NN3)OC=3C=NC(=CC3)OC)C=C1)F 2-(4-chloro-3-fluorophenoxy)-N-(3-{5-[(6-methoxypyridin-3-yl)oxy]-1,3,4-oxadiazol-2-yl}bicyclo[1.1.1]pentan-1-yl)acetamide